acryl-carboxamide C(=O)(C=C)C(=O)N